C(C)(C)(C)OC(=O)N1CCC2(CCCN(C2)C2=C(C(=CC=C2I)OCC[Si](C)(C)C)C(F)(F)F)CC1.CN(CCCC=C(C(=O)N)C)C [3-(dimethylamino)propyl]methacrylamide tert-Butyl-2-(6-iodo-2-(trifluoromethyl)-3-(2-(trimethylsilyl)ethoxy)phenyl)-2,9-diazaspiro[5.5]undecane-9-carboxylate